Butanoyl-morpholin tert-butyl-(1-(5-bromo-2-ethyl-2H-1,2,3-triazol-4-yl)ethyl)(methyl)carbamate C(C)(C)(C)OC(N(C)C(C)C1=NN(N=C1Br)CC)=O.C(CCC)(=O)N1CCOCC1